N1=CC(=CC=C1)C=CCCC(=O)N 5-(pyridin-3-yl)pent-4-enamide